2-chloro-4-(1-(3-fluoro-1-(4-fluorophenyl)propyl)-1H-pyrazol-4-yl)pyrimidine ClC1=NC=CC(=N1)C=1C=NN(C1)C(CCF)C1=CC=C(C=C1)F